Cl.C(C)C1=CC(=CC2=CN(N=C12)C)C1=CC2=C(C=N1)N=C(S2)C2CCNCC2 6-(7-ethyl-2-methyl-2H-indazol-5-yl)-2-(piperidin-4-yl)[1,3]thiazolo[4,5-c]pyridine hydrochloride